C1(CC1)C(C(C(C)=O)C1=CC(=CC(=C1)C)C)=O 1-cyclopropyl-2-(3,5-dimethylphenyl)-1,3-butanedione